ClC=1C(=C2C=NNC2=CC1C)C1=C(C=2N=C(N=C(C2C=N1)N1CCNC2(COC2)C1)OC[C@]12CCCN2C[C@@H](C1)F)F 8-(7-(5-chloro-6-methyl-1H-indazol-4-yl)-8-fluoro-2-(((2R,7aS)-2-fluorotetrahydro-1H-pyrrolizin-7a(5H)-yl)methoxy)pyrido[4,3-d]pyrimidin-4-yl)-2-oxa-5,8-diazaspiro[3.5]nonane